3-(5-methoxypyrazin-2-yl)piperidine-1-carboxylic acid tert-butyl ester C(C)(C)(C)OC(=O)N1CC(CCC1)C1=NC=C(N=C1)OC